C=CC(C)C iso-pentene